C(C1=CC=CC=C1)SC(CCCCC(=O)O)CCSCC1=CC=CC=C1 (l)-6,8-bis-benzylsulfanyl-octanoic acid